4-(pyridin-2-yl)sulfanyl-pyridine-3-carbaldehyde N1=C(C=CC=C1)SC1=C(C=NC=C1)C=O